S1C(=NC=C1)NS(=O)(=O)C1=CC=C(C=C1)NS(=O)(=O)C1=CC2=C(C(=C(O2)CC)C(C2=CC(=C(C(=C2)Br)O)Br)=O)C=C1 3-(3,5-dibromo-4-hydroxy-benzoyl)-2-ethyl-benzofuran-6-sulfonic acid [4-(thiazol-2-ylsulfamoyl)-phenyl]-amide